4-fluoro-1-[2-(1H-imidazol-4-yl)acetyl]-N-{phenyl-[4-(prop-2-yl)phenyl]methyl}pyrrolidine-2-carboxamide FC1CC(N(C1)C(CC=1N=CNC1)=O)C(=O)NC(C1=CC=C(C=C1)C(C)C)C1=CC=CC=C1